N-(4-hydroxyphenylethyl)glycine methyl-1-(2-(4-bromo-3,5-dimethylphenyl)propan-2-yl)piperidine-4-carboxylate CC1N(CCC(C1)C(=O)O)C(C)(C)C1=CC(=C(C(=C1)C)Br)C.OC1=CC=C(C=C1)CCNCC(=O)O